3-{[2-(3-Methoxyphenyl)[1,2,4]triazolo[1,5-c]quinazolin-5-yl]amino}oxetan-3-carboxamide tert-butyl-4-[(2S)-2-[(8-pyrrolidin-1-ylquinazolin-4-yl)amino]propyl]piperazine-1-carboxylate C(C)(C)(C)OC(=O)N1CCN(CC1)C[C@H](C)NC1=NC=NC2=C(C=CC=C12)N1CCCC1.COC=1C=C(C=CC1)C1=NN2C(=NC=3C=CC=CC3C2=N1)NC1(COC1)C(=O)N